3,3',5-triiodo-L-thyronine-13C6 C1=C(C=C(C(=C1I)O[13C]2=[13CH][13C](=[13C]([13CH]=[13CH]2)O)I)I)C[C@@H](C(=O)O)N